N-(4-(7-(2-cyanoacetamido)-1H-indol-3-yl)pyridin-2-yl)cyclopropanecarboxamide C(#N)CC(=O)NC=1C=CC=C2C(=CNC12)C1=CC(=NC=C1)NC(=O)C1CC1